C(C)N(C(=O)[C@H]1CN([C@@H]2CN3C4=C(C2=C1)C=CC=C4C=C3)CCC)CC (7aS,10R)-N,N-diethyl-8-propyl-7a,8,9,10-tetrahydro-7H-indolo[7,1-fg][1,7]naphthyridine-10-carboxamide